ClC1=NC2=CC=CC=C2C(=C1F)Cl 2,4-dichloro-3-fluoroquinoline